FC=1C=C(C=CC1OC)S(/C=C/CNC(=O)C=1C(NC=2CCCCC2C1)=O)(=O)=N N-[(2E)-3-[(3-fluoro-4-methoxyphenyl)(imino)oxo-λ6-sulfanyl]prop-2-en-1-yl]-2-oxo-1,2,5,6,7,8-hexahydroquinoline-3-carboxamide